5-(4-{(E)-2-[6-(benzyloxy)-7-methoxy-1,2,3,4-tetrahydroisoquinolin-1-yl]ethenyl}-3-methylphenyl)-N-methylpyrimidin-2-amine C(C1=CC=CC=C1)OC=1C=C2CCNC(C2=CC1OC)/C=C/C1=C(C=C(C=C1)C=1C=NC(=NC1)NC)C